sodium dianiline NC1=CC=CC=C1.NC1=CC=CC=C1.[Na]